C1(CC=CCC1)/C=C(/C=C/C(C)=O)\C (3E,5E)-6-(cyclohex-3-en-1-yl)-5-methylhexa-3,5-dien-2-one